5-(1-bromoethyl)-2,7-dimethyl-3-(o-tolyl)isoquinolin-1(2H)-one BrC(C)C1=C2C=C(N(C(C2=CC(=C1)C)=O)C)C1=C(C=CC=C1)C